OC1(CCC(CC1)=O)C1=NC=C(C=C1)C(C)(C)O 4-hydroxy-4-(5-(2-hydroxypropan-2-yl)pyridin-2-yl)cyclohexan-1-one